1-ethoxy-N,N-dimethylmethylamine C(C)OCN(C)C